3-(4-fluoro-5-{3'-fluoro-[4,4'-bipiperidin]-1-yl}-1-oxo-3H-isoindol-2-yl)piperidine-2,6-dione FC1=C2CN(C(C2=CC=C1N1CCC(CC1)C1C(CNCC1)F)=O)C1C(NC(CC1)=O)=O